Tetrahydro-Pyridazine N1NCCC=C1